OC(=O)C(F)(F)F.NCC=1OC2=C(C1)C=C(C=C2C(=O)OC)F methyl 2-(aminomethyl)-5-fluorobenzofuran-7-carboxylate TFA salt